(S)-2-allyl-6-((4-((2-hydroxy-1-phenylethyl)amino)-5-(3-(pyridin-3-yl)-1,2,4-oxadiazol-5-yl)pyridin-2-yl)amino)-1-isopropyl-1,2-dihydro-3H-pyrazolo[3,4-b]pyridin-3-one C(C=C)N1N(C2=NC(=CC=C2C1=O)NC1=NC=C(C(=C1)N[C@H](CO)C1=CC=CC=C1)C1=NC(=NO1)C=1C=NC=CC1)C(C)C